2-isopropyl-1H-1,3-benzodiazole-5-carboxamide C(C)(C)C1=NC2=C(N1)C=CC(=C2)C(=O)N